FC(OC=1C=2N(C=CC1)N=C(C2)[C@@H]2N(CCC1=C2N=CN1)C1=NC=C(C=N1)C(F)(F)F)F (R)-4-(4-(difluoromethoxy)pyrazolo[1,5-a]pyridin-2-yl)-5-(5-(trifluoromethyl)pyrimidin-2-yl)-4,5,6,7-tetrahydro-1H-imidazo[4,5-c]pyridine